C=CCCCCCCCCCCCC (E)-1-tetradecen